1,3-bis(4-(3-aminophenoxy)phenoxy)-2,5-dimethylbenzene NC=1C=C(OC2=CC=C(OC3=C(C(=CC(=C3)C)OC3=CC=C(C=C3)OC3=CC(=CC=C3)N)C)C=C2)C=CC1